3-fluoro-2-(6-fluoro-4-((R)-2-methylpiperazin-1-yl)-2-((1-methylpiperidin-4-yl)oxy)pyrido[2,3-d]pyrimidin-7-yl)phenol FC=1C(=C(C=CC1)O)C=1C(=CC2=C(N=C(N=C2N2[C@@H](CNCC2)C)OC2CCN(CC2)C)N1)F